CN1CCN(CC1)CCCCCOC1=NC2=CC=CC=C2C=N1 ((5-(4-methylpiperazin-1-yl)pentyl)oxy)quinazoline